5-(5-(chloromethyl)-2-methoxybenzyl)-N4-(1-methoxyheptan-3-yl)-6-methylpyrimidine-2,4-diamine ClCC=1C=CC(=C(CC=2C(=NC(=NC2C)N)NC(CCOC)CCCC)C1)OC